CC(C)(C)S(=O)N R-(+)-tert-butylsulfinamide